(R)-tert-butyl ((4-(N-(4-(cyclopentylmethoxy)-5-cyclopropyl-2-fluorobenzoyl)sulfamoyl)morpholin-2-yl)methyl)carbamate C1(CCCC1)COC1=CC(=C(C(=O)NS(=O)(=O)N2C[C@H](OCC2)CNC(OC(C)(C)C)=O)C=C1C1CC1)F